N-tert-butoxycarbonyl-1,7-heptylenediamine C(C)(C)(C)OC(=O)NCCCCCCCN